1-((R)-2-(((1R,4R)-4-((5'-chloro-6-(((4-cyanotetrahydro-2H-pyran-4-yl) methyl) amino)-[2,4'-bipyridyl]-2'-yl) amino) cyclohexyl) amino) propoxy) cyclopropane-1-carboxylate C1(CC1)C(=O)OOC[C@@H](C)NC1CCC(CC1)NC1=NC=C(C(=C1)C1=NC(=CC=C1)NCC1(CCOCC1)C#N)Cl